ClC=1C=C(C=C(C1)NS(=O)(=O)C)NC(=O)C=1C=NN(C1)C1C(CCCC1)O N-(3-chloro-5-(methylsulfonamido)phenyl)-1-(2-hydroxycyclohexyl)-1H-pyrazole-4-carboxamide